COC=1N=CC(=NC1)C(=O)N 5-methoxypyrazine-2-carboxamide